(R)-3-((3-(ethoxymethyl)-3-(2-(thiophen-3-yl)ethyl)pyrrolidin-1-yl)methyl)pyridine C(C)OC[C@]1(CN(CC1)CC=1C=NC=CC1)CCC1=CSC=C1